methyl (2S)-2-[4-chloro-2-(4-ethoxy-4,5-dihydroisoxazol-3-yl)phenoxy]-3-cyclopropylpropanoate ClC1=CC(=C(O[C@H](C(=O)OC)CC2CC2)C=C1)C1=NOCC1OCC